tert-butyl 3-(5-(6-(2-fluoroethoxy)-1H-pyrazolo[3',4':3,4]pyrazolo[1,5-a]pyridin-4-yl)pyridin-2-yl)-3,6-diazabicyclo[3.1.1]heptane-6-carboxylate FCCOC=1C=C(C=2N(C1)N=C1C2C=NN1)C=1C=CC(=NC1)N1CC2N(C(C1)C2)C(=O)OC(C)(C)C